NC1=NC=C(C=2C1=NC(=C(N2)N[C@H]2C[C@H](CC2)O)CC)C=2C=NN(C2)C2=CC=C(C=C2)OC2CCN(CC2)C (1S,3R)-3-((5-amino-3-ethyl-8-(1-(4-((1-methylpiperidin-4-yl)oxy)phenyl)-1H-pyrazol-4-yl)pyrido[3,4-b]pyrazin-2-yl)amino)cyclopentan-1-ol